C(O)(=O)OCC(CO)(C)C 2,2-dimethyl-1,3-propanediol carbonate